COC(=O)C1=CC2=C(N=C3C=CC=CC3=C2C=C1)C1=CC=C(C=C1)C1=CC(=NN1C1=CC=C(C=C1)S(N)(=O)=O)C(F)(F)F 6-(4-(1-(4-sulfamoyl-phenyl)-3-(trifluoromethyl)-1H-pyrazol-5-yl)phenyl)phenanthridine-8-carboxylic acid methyl ester